3-(3,4-Dimethylthiophene-2-yl)-1-[(1-methyl-1H-pyrazol-4-yl)(1-methylpiperidin-3-yl)sulfamoyl]urea CC1=C(SC=C1C)NC(NS(N(C1CN(CCC1)C)C=1C=NN(C1)C)(=O)=O)=O